2-(4-{[(1s,3s)-3-hydroxy-3-methylcyclobutyl]amino}pyrrolo[1,2-d][1,2,4]triazin-1-yl)-5-(trifluoromethyl)phenol OC1(CC(C1)NC1=NN=C(C=2N1C=CC2)C2=C(C=C(C=C2)C(F)(F)F)O)C